ONC(C1=CC(=CC=C1)NC(CC1=CC2=CC=CC=C2C=C1)=O)=O N-hydroxy-3-(2-(naphthalen-2-yl)acetamido)benzamide